CC(C=O)(C)N1CCN(CC1)C1COC1 2-methyl-2-(4-(oxetan-3-yl)piperazin-1-yl)propanal